(R)-3-((tert-butyldiphenylsilyl)oxy)-2,2-difluoro-N-(1-(6-methyl-1H-indole-3-yl)propan-2-yl)propan-1-amine [Si](C1=CC=CC=C1)(C1=CC=CC=C1)(C(C)(C)C)OCC(CN[C@@H](CC1=CNC2=CC(=CC=C12)C)C)(F)F